N-allyl-imidazolin-2-one C(C=C)N1C(NCC1)=O